3-(1-Oxo-6-(6-oxo-6-(4-phenylpiperidin-1-yl)hexyl)isoindolin-2-yl)piperidine-2,6-dione O=C1N(CC2=CC=C(C=C12)CCCCCC(N1CCC(CC1)C1=CC=CC=C1)=O)C1C(NC(CC1)=O)=O